N-(quinolin-8-yl)-4-(1-oxa-8-azaspiro[4.5]decan-8-yl)picolinamide N1=CC=CC2=CC=CC(=C12)NC(C1=NC=CC(=C1)N1CCC2(CCCO2)CC1)=O